methoxy-N,2-dimethylbenzamide COC=1C(=C(C(=O)NC)C=CC1)C